C(CCC)C=1SC=CC1.[Sn] tin butylthiophene